C(C1=CC=CC=C1)(=O)NC[C@@H](C(=O)OCC)[C@H](O)C=1OC=CC1 (2r,3s)-ethyl 2-(benzamidomethyl)-3-(furan-2-yl)-3-hydroxypropionate